2-[4-(1-methyl-1H-pyrazol-5-yl)piperidin-1-yl]-6-azaspiro[3.4]octane-6-carboxylic acid ethyl ester, hydrochloride Cl.C(C)OC(=O)N1CC2(CC(C2)N2CCC(CC2)C2=CC=NN2C)CC1